[1-[2-[[4-[(1R)-1-[(3R,4R)-3,4-dimethyl-2-oxo-pyrrolidin-3-yl]ethyl]phenyl]methoxy]-6-methyl-4-pyridyl]azetidin-3-yl] 4-methylbenzenesulfonate CC1=CC=C(C=C1)S(=O)(=O)OC1CN(C1)C1=CC(=NC(=C1)C)OCC1=CC=C(C=C1)[C@@H](C)[C@]1(C(NC[C@@H]1C)=O)C